C(C)(C)C1=C(C(=CC=C1)C(C)C)N1C(N(CC1)C1=C(C=CC=C1C(C)C)C(C)C)=[Pd] [1,3-bis(2,6-diisopropylphenyl)-4,5-dihydroimidazol-2-ylidene]palladium